(S)-4-((1-(benzo[d][1,3]dioxol-5-yl)propan-2-yl)amino)-4-oxobutyl nitrate [N+](=O)(OCCCC(=O)N[C@H](CC1=CC2=C(OCO2)C=C1)C)[O-]